3-(4-(1H-pyrazol-4-yl)phenyl)-8-isopentyl-1-(3-methoxybenzyl)-1,3,8-triazaspiro[4.5]decan-2-one N1N=CC(=C1)C1=CC=C(C=C1)N1C(N(C2(C1)CCN(CC2)CCC(C)C)CC2=CC(=CC=C2)OC)=O